1-[5-(difluoromethyl)-1,3,4-thiadiazol-2-yl]-3-[(2,5-dimethylpyrazol-3-yl)methyl]-1H-benzimidazol-2-one FC(C1=NN=C(S1)N1C(N(C2=C1C=CC=C2)CC=2N(N=C(C2)C)C)=O)F